(3R)-3,7-dimethylocta-1,6-dien-3-ol C[C@](C=C)(CCC=C(C)C)O